CN(C1=C(C=C(C(=C1)OC)NC1=NC=CC(=N1)C1=CN(C2=CC=CC=C12)C)NC(\C=C\CN1CCNCC1)=O)C (E)-N-(2-(dimethylamino)-4-methoxy-5-((4-(1-methyl-1H-indol-3-yl)pyrimidin-2-yl)amino)phenyl)-4-(piperazin-1-yl)but-2-enamide